l-tryptophanamide hydrochloride Cl.N[C@@H](CC1=CNC2=CC=CC=C12)C(=O)N